(R)-3-(5-chloro-2-((1-(5-chloro-6-oxo-1,6-dihydropyridazin-4-yl)pyrrolidin-3-yl)oxy)pyridin-4-yl)-N-cyclopropylbenzenesulfonamide ClC=1C(=CC(=NC1)O[C@H]1CN(CC1)C=1C=NNC(C1Cl)=O)C=1C=C(C=CC1)S(=O)(=O)NC1CC1